(11Z)-11,13-tetradecadienal C(CCCCCCCCC\C=C/C=C)=O